4,6-dimethyl-1H-pyrrolo[2,3-b]pyridine-3-carbonitrile CC1=C2C(=NC(=C1)C)NC=C2C#N